methyl-2-(4-amino-3-(oxetan-3-yloxy)-1H-pyrazol-1-yl)propanoate COC(C(C)N1N=C(C(=C1)N)OC1COC1)=O